butyl-L-serine C(CCC)N[C@@H](CO)C(=O)O